(1aRS,7bSR)-5-{2-[2-(4-ethylpiperazin-1-yl)-ethyl]-4-fluorobenzenesulfonylamino}-1,1a,2,7b-tetrahydrocyclopropa[c]chromene-4-carboxylic acid C(C)N1CCN(CC1)CCC1=C(C=CC(=C1)F)S(=O)(=O)NC1=CC=C2[C@@H]3[C@H](COC2=C1C(=O)O)C3 |r|